2-(2-methylpyridin-4-yl)-5-(pyrimidin-5-yl)-1H-indole CC1=NC=CC(=C1)C=1NC2=CC=C(C=C2C1)C=1C=NC=NC1